Cl.O1CC=C(C=2C1=NC=CC2)N pyrano[2,3-b]pyridin-4-amine hydrochloride